COC(COC1=NN(C(=N1)C1=C(C=C(C=C1)F)F)C1=NC=C(C=C1)F)=O Methyl-{[5-(2,4-difluorophenyl)-1-(5-fluoropyridin-2-yl)-1H-1,2,4-triazol-3-yl]oxy}acetat